6-((5-Methoxypyridin-3-yl)methyl)-4,5,6,7-tetrahydrothieno[2,3-c]pyridine-3-carboxylic acid COC=1C=C(C=NC1)CN1CC2=C(CC1)C(=CS2)C(=O)O